2-[(4-methoxyphenyl)methyl-(p-tolylmethyl)-amino]ethanehydroxamic acid COC1=CC=C(C=C1)CN(CC(=O)NO)CC1=CC=C(C=C1)C